carbon Trinitrogen [N].[N].[N].[C]